ClC(CCO)(Cl)Cl trichloro-propanol